C(C)(C)(C)OC(=O)N1C(C(CC1=O)CCC)C 2-Methyl-5-oxo-3-propylpyrrolidine-1-carboxylic Acid tert-Butyl Ester